6,7-Dimethoxy-2-phenethyl-1,2,3,4-tetrahydroisoquinoline COC=1C=C2CCN(CC2=CC1OC)CCC1=CC=CC=C1